(3s,4s,6s)-1-benzyl-4-ethyl-6-phenyl-piperidin-3-ol C(C1=CC=CC=C1)N1C[C@H]([C@H](C[C@H]1C1=CC=CC=C1)CC)O